4-((3-cyclopropyl-2,4-dioxo-3,4-dihydroquinazolin-1(2H)-yl)methyl)-N-hydroxybenzoamide C1(CC1)N1C(N(C2=CC=CC=C2C1=O)CC1=CC=C(C(=O)NO)C=C1)=O